C(C1=CC=CC=C1)SC1=CC(=CC=C1)CC 1-(Benzylsulfanyl)-3-ethylbenzene